BrC1=CC=C(C=C1)C1=C(C=CC=C1)NC(=O)C1=C(N=C(S1)C)C(F)F N-(4'-bromobiphenyl-2-yl)-4-difluoromethyl-2-methylthiazol-5-carboxamide